CC1=C(NC=2C1=NC(=CC2)CNC(OC(C)(C)C)=O)C2=NC=CC=C2 tert-butyl ((3-methyl-2-(pyridin-2-yl)-1H-pyrrolo[3,2-b]pyridin-5-yl)methyl)carbamate